N[C@@H](CCCCCC(=O)C1=NOC=C1)C=1NC=C(N1)C=1C=C2C=CC(=NC2=CC1OC)C (S)-7-amino-1-(isoxazole-3-yl)-7-(4-(7-methoxy-2-methylquinolin-6-yl)-1H-imidazol-2-yl)heptan-1-one